(S)-7-(1-methoxypropan-2-yl)-2-(methylthio)-7H-pyrrolo[2,3-d]pyrimidine-6-carbonitrile COC[C@H](C)N1C(=CC2=C1N=C(N=C2)SC)C#N